COC1=CC(=CC(=C1)C#CC1=CC=C(C=C1)OC)OC 1,3-dimethoxy-5-((4-methoxyphenyl)ethynyl)benzene